(3,3'-di-tert-butyl-5,5'-dimethoxy-1,1'-biphenyl-2,2'-diyl)bis(oxy)bis(dibenzo[d,f][1,3,2]dioxaphosphepine) C(C)(C)(C)C=1C(=C(C=C(C1)OC)C1=C(C(=CC(=C1)OC)C(C)(C)C)OC1=CC=CC=2OPOC3=C(C21)C=CC=C3)OC3=CC=CC=2OPOC1=C(C23)C=CC=C1